BrC1=CC(=NC=C1)NC(CCN1CCS(CC1)(=O)=O)=O N-(4-bromopyridin-2-yl)-3-(1,1-dioxo-1λ6-thiomorpholin-4-yl)propionamide